(E)-1-(3-((4-amino-7-methyl-5-(4-phenoxyphenyl)-7H-pyrrolo[2,3-d]pyrimidin-6-yl)ethynyl)azetidin-1-yl)-4-(dimethylamino)but-2-en-1-one NC=1C2=C(N=CN1)N(C(=C2C2=CC=C(C=C2)OC2=CC=CC=C2)C#CC2CN(C2)C(\C=C\CN(C)C)=O)C